2,2-dimethoxy-4,6-dimethyl-1,3,6,2-dioxazastannocan CO[Sn]1(OCCN(CC(O1)C)C)OC